CC1CN(CC(C1)C)C1=C(C=C(C(=O)NC2=C(C=C(C=C2)F)CC(=O)OC(C)(C)C)C=C1)NC(=O)C1=NN(C2=CC=CC=C12)CC(F)(F)F tert-butyl 2-(2-(4-(3,5-dimethylpiperidin-1-yl)-3-(1-(2,2,2-trifluoroethyl)-1H-indazole-3-carboxamido) benzamido)-5-fluorophenyl)acetate